C1(CCC1)C(=O)OC1=CC(C)=CC=C1C(C)C thymyl cyclobutanecarboxylate